ClC1=CC=2CNCCC(C2S1)(C)C 2-chloro-8,8-dimethyl-4,6,7,8-tetrahydro-5H-thieno[3,2-c]azepine